(11aR,12aS)-2,12,12-trimethyl-11,11a,12,12a-tetrahydro-3H-benzo[5,6][1,2]thiazino[2,3-a]indole 5,5-dioxide CC=1CC=C2[C@H](C([C@@H]3N(C=4C=CC=CC4C3)S2(=O)=O)(C)C)C1